1-(4-(2-(4-methoxyphenyl)propan-2-yl)thiazol-2-yl)-3-(pyrimidin-5-ylmeth-yl)urea COC1=CC=C(C=C1)C(C)(C)C=1N=C(SC1)NC(=O)NCC=1C=NC=NC1